BrC=1C(NC(N([C@H]2C[C@H](O)[C@@H](CO)O2)C1)=O)=O 5-Bromo-2'-deoxy-Uridin